6-Bromo-N-((1S)-2-((4-(2-methoxy-1-((S)-2-oxo-4-(trifluoromethyl)imidazolidin-1-yl)ethyl)pyridin-2-yl)amino)-1-((1r,4S)-4-methylcyclohexyl)-2-oxoethyl)-3-methylpicolinamide BrC1=CC=C(C(=N1)C(=O)N[C@H](C(=O)NC1=NC=CC(=C1)C(COC)N1C(N[C@@H](C1)C(F)(F)F)=O)C1CCC(CC1)C)C